N[C@H]1CN(CCC1)C(=O)C=1C=C(C=2N(C1)N=C(C2C)C=2N(C1=CC(=CC=C1C2)C2=CC=C(C=C2)CNS(=O)(=O)C)CC2CC2)OC N-{[4-(2-{6-[(3R)-3-Aminopiperidine-1-carbonyl]-4-methoxy-3-methylpyrazolo[1,5-a]pyridin-2-yl}-1-(cyclopropylmethyl)-1H-indol-6-yl)phenyl]methyl}methanesulfonamide